5-[3-[(1R)-2,2-difluoro-1-(5-fluoro-2-pyridyl)ethoxy]-1-methyl-pyrazolo[3,4-c]pyridazin-5-yl]-1H-pyrimidine-2,4-dione FC([C@H](OC1=NN(C2=NN=C(C=C21)C=2C(NC(NC2)=O)=O)C)C2=NC=C(C=C2)F)F